ethyl (S)-2-(tert-butoxy)-2-(7-(4-chlorophenyl)-5-methyl-2-(1-methyl-3-(1-((R)-tetrahydrofuran-3-yl)piperidin-4-yl)-1H-indazol-5-yl)benzo[d]thiazol-6-yl)acetate C(C)(C)(C)O[C@H](C(=O)OCC)C1=C(C2=C(N=C(S2)C=2C=C3C(=NN(C3=CC2)C)C2CCN(CC2)[C@H]2COCC2)C=C1C)C1=CC=C(C=C1)Cl